monostearamide disodium [Na].[Na].C(CCCCCCCCCCCCCCCCC)(=O)N